C(=O)OCCCCCCCCCCCCCCCC 1-hexadecyl formate